FC1=C(C(C#N)=CC=C1N1CC=2N(CC1)C(=NC2)C2=CC=C(C=C2)C=O)[2H] 3-fluoro-4-(3-(4-formylphenyl)-5,6-dihydroimidazo[1,5-a]pyrazin-7(8H)-yl)benzonitrile-2-d